4-(4-(5,7-dimethoxy-4-oxo-3,4-dihydroquinazolin-2-yl)phenyl)piperazine COC1=C2C(NC(=NC2=CC(=C1)OC)C1=CC=C(C=C1)N1CCNCC1)=O